ClC1=C2C(=CNC(C2=CC=C1)=O)C 5-chloro-4-methylisoquinolin-1-one